methyl 1-methoxy-4-(4-methyl-6-((5-methyl-1H-pyrazol-3-yl)amino)pyrimidin-2-yl)cyclohexanecarboxylate COC1(CCC(CC1)C1=NC(=CC(=N1)C)NC1=NNC(=C1)C)C(=O)OC